FC(C(=O)O)(F)F.OC1CC(NC1)C(=O)NCC1=CC=C(C=C1)C1=C(N=CS1)C 4-hydroxy-N-(4-(4-methylthiazol-5-yl)benzyl)pyrrolidine-2-carboxamide 2,2,2-trifluoroacetate